C(CC)OC1=C(C=C(C=C1)C(C)=O)C(F)(F)F 1-[4-propoxy-3-(trifluoromethyl)phenyl]ethanone